FC=1C(=NC(=NC1)NC1=NC=CC(=C1)N1CCOCC1)C1=C(C=C(C=C1)F)OC 5-fluoro-4-(4-fluoro-2-methoxyphenyl)-N-(4-morpholinopyridin-2-yl)pyrimidin-2-amine